C1=CC=C(C=C1)C#CC2=CC=CC=C2 The molecule is an arylacetylene that is acetylene in which the hydrogens are replaced by phenyl groups. It has a role as a fluorochrome. It is an alkyne and an arylacetylene.